tert-butyl (3R,SR)-3-(1,3-dioxoisoindolin-2-yl)-5-hydroxypiperidine-1-carboxylate O=C1N(C(C2=CC=CC=C12)=O)[C@H]1CN(C[C@H](C1)O)C(=O)OC(C)(C)C |&1:15|